6-oxo-N-(5-{1-[4-(trifluoromethyl)phenyl]-1H-pyrazol-4-yl}-1H-indol-3-yl)-1,6-dihydropyridazine-3-carboxamide O=C1C=CC(=NN1)C(=O)NC1=CNC2=CC=C(C=C12)C=1C=NN(C1)C1=CC=C(C=C1)C(F)(F)F